3-(2-chloro-3-phenylanilino)-1-methylindazol ClC1=C(NC2=NN(C3=CC=CC=C23)C)C=CC=C1C1=CC=CC=C1